OC12CC3(CC(CC(C1)C3)(C2)O)C(=O)OC(C)C isopropyl 1,5-dihydroxy-3-adamantanecarboxylate